OCC1CC2C3CC(C(C2C1)C3)C(=O)OCCCC 4-hydroxymethyl-8-butoxycarbonyl-tricyclo[5.2.1.02,6]decane